C1(CC1)N1N=CC=C1C=1N(N=C2[C@@H](N(CCC21)C(=O)C=2C=C1C=CC=NC1=CC2)C)C (S)-(3-(1-Cyclopropyl-1H-pyrazol-5-yl)-2,7-dimethyl-2,4,5,7-tetrahydro-6H-pyrazolo[3,4-c]pyridin-6-yl)(quinolin-6-yl)methanone